CC1C=2C=CNC2CCC1 4-methyl-4,5,6,7-tetrahydro-1H-indole